C/C(/CCC(=O)OCC(=O)NCC1=CC(=C(C=C1)O)O)=C\CC\C(=C\CC\C=C(\CC\C=C(\CCC=C(C)C)/C)/C)\C (4E,8E,12E,16E)-2-((3,4-dihydroxybenzyl)amino)-2-oxoethyl 4,8,13,17,21-pentamethyldocosa-4,8,12,16,20-pentaenoate